(Z)-1-((5-bromo-2'-chloro-[1,1'-biphenyl]-2-yl)sulfonyl)-4-fluoro-N-(5,5,5-trifluoro-1-(methylsulfonyl)pent-1-en-3-yl)piperidine-4-carboxamide BrC=1C=CC(=C(C1)C1=C(C=CC=C1)Cl)S(=O)(=O)N1CCC(CC1)(C(=O)NC(\C=C/S(=O)(=O)C)CC(F)(F)F)F